[Si](C1=CC=CC=C1)(C1=CC=CC=C1)(C(C)(C)C)C[C@]1(C2(CC(C1)C2)C(=O)C2=CC1=CC=CC=C1C=C2)C2=CC(=CC=C2)F |r| (rac)-((1R,2S,4S)-2-((tert-butyldiphenylsilyl)methyl)-2-(3-fluorophenyl)bicyclo[2.1.1]hexan-1-yl)(naphthalen-2-yl)methanone